6-phenyl-2-(5-((trimethylsilyl)ethynyl)pyridin-3-yl)-2,4,5,6-Tetrahydrocyclopenta[c]pyrazole C1(=CC=CC=C1)C1CCC=2C1=NN(C2)C=2C=NC=C(C2)C#C[Si](C)(C)C